1-cyclobutyl-N-((2-(4'-fluoro-2'-(4-methyl-4H-1,2,4-triazol-3-yl)-[1,1'-biphenyl]-3-yl)-7-methylbenzo[d]oxazol-5-yl)methyl)methylamine C1(CCC1)CNCC=1C=C(C2=C(N=C(O2)C=2C=C(C=CC2)C2=C(C=C(C=C2)F)C2=NN=CN2C)C1)C